methyl-2-amino-2-(methoxyimino)-N-methylacetamide CN(C(C(=NOC)N)=O)C